N-(4-fluorophenyl)-6-isopropyl-2,6-diazaspiro[3.3]heptan-2-carbothioamide FC1=CC=C(C=C1)NC(=S)N1CC2(C1)CN(C2)C(C)C